CC1(C2CC[C@H](C1C2)CN2CCC(CC2)N2C(C(C1=CC=CC=C21)NC(OCC)=O)=O)C ethyl (1-(1-(((2R)-6,6-dimethyl-bicyclo[3.1.1]heptan-2-yl)methyl)piperidin-4-yl)-2-oxoindolin-3-yl)carbamate